[2-(acryloyloxy)ethyl]propane C(C=C)(=O)OCCCCC